4-amino-3-methyl-N-((1R)-1-(2-pyrimidinyl)ethyl)-N-((5-(trifluoromethyl)-2-pyridinyl)methyl)[1,2]oxazolo[4,5-c]quinoline-8-carboxamide NC1=NC=2C=CC(=CC2C2=C1C(=NO2)C)C(=O)N(CC2=NC=C(C=C2)C(F)(F)F)[C@H](C)C2=NC=CC=N2